BrC1(C(C=CC=C1)C)N=O 3-bromo-2-methyl-3-nitrosobenzene